N-(4-(2,5-difluorophenyl)-2-(4-fluorocyclohexyl)pyridin-3-yl)-2-isopropoxypyrimidine-5-carboxamide FC1=C(C=C(C=C1)F)C1=C(C(=NC=C1)C1CCC(CC1)F)NC(=O)C=1C=NC(=NC1)OC(C)C